2,5-dioxan C1OCCOC1